COC1=CC=C2C=C(NC2=C1)CN1CCN(CC1)C1=CC=NC=C1 6-methoxy-2-[[4-(4-pyridyl)piperazin-1-yl]methyl]-1H-indole